7-(5-oxopentyl)-3,4-dihydro-1,8-naphthyridine-1(2H)-carboxylic acid tert-butyl ester C(C)(C)(C)OC(=O)N1CCCC2=CC=C(N=C12)CCCCC=O